hexadecyl-dodeca-11-en-1-yl-trimethoxysilane C(CCCCCCCCCCCCCCC)CO[Si](OC)(OC)CCCCCCCCCCC=C